C(C)(C)C1=CC=C(CNCC(C)NCC2=CC=C(C=C2)C(C)C)C=C1 N1,N2-di(4-isopropylbenzyl)propane-1,2-diamine